(R)-5-(2'-methoxy-4'-methyl-3,4,5,6-tetrahydro-2H-[1,3']bipyridinyl-4-yl)-2,4-dimethyl-7-(2-trifluoromethyl-benzyl)-2,4,5,7-tetrahydro-pyrazolo[3,4-d]pyrimidin-6-one COC1=NC=CC(=C1N1CCC(CC1)N1C(N(C=2C([C@H]1C)=CN(N2)C)CC2=C(C=CC=C2)C(F)(F)F)=O)C